tert-butyl 4-((2-hydroxypropanoyl-1-13C1)oxy)but-2-ynoate OC([13C](=O)OCC#CC(=O)OC(C)(C)C)C